[N+](=O)([O-])C1=CC=C(C=C1)N1C(CCC1)=O (E)-1-(4-nitrophenyl)pyrrolidin-2-one